FC1=C(C(=O)O)C(=CC=C1)F 2,6-Difluorobenzoic acid